CC(CC)(CCCC(C)C)C(C(=O)O)CCCCCCCCCC.C(CCCCCCC(C)C)OC(CCCCCCCCCCC)=O.N1=CC=C(C=C1)N1N=CC2=CC(=CC=C12)C(=O)N 1-(pyridin-4-yl)indazole-5-carboxamide Isodecyl-Laurate (3,7-dimethyloctan-3-yl-laurate)